5-pentyl-2-[(1R,6R)-3-(piperazine-1-carbonyl)-6-(prop-1-en-2-yl)cyclohex-2-en-1-yl]benzene-1,3-diol C(CCCC)C=1C=C(C(=C(C1)O)[C@@H]1C=C(CC[C@H]1C(=C)C)C(=O)N1CCNCC1)O